pyridoxal phosphate carbon sulfur [S+2].[C+4].P(=O)([O-])([O-])OCC=1C(=C(C(=NC1)C)O)C=O.N1=C(C)C(O)=C(C=O)C(COP(=O)([O-])[O-])=C1.N1=C(C)C(O)=C(C=O)C(COP(=O)([O-])[O-])=C1